C1(CCC1)NC1=NC=CC=C1C1=NC=C2NC(N(C2=N1)CC1=CC=C(C=C1)C=1N(C=C(N1)C(F)(F)F)C)=O 2-(2-(cyclobutylamino)pyridin-3-yl)-9-(4-(1-methyl-4-(trifluoromethyl)-1H-imidazol-2-yl)benzyl)-7,9-dihydro-8H-purin-8-one